FC=1C=2CCC2C(=C2CCC12)NC(=O)N[S@](=O)(=NC(C1=CC=CC=C1)(C1=CC=CC=C1)C1=CC=CC=C1)C=1C=NN2C1O[C@](C2)(C)CO (R,2S)-N-((7-fluorotricyclo[6.2.0.03,6]deca-1,3(6),7-trien-2-yl)carbamoyl)-2-(hydroxymethyl)-2-methyl-N'-trityl-2,3-dihydropyrazolo[5,1-b]oxazole-7-sulfonimidamide